C(C)(C)(C)C1=CC2=C(OP(OC3=C2C=C(C=C3C(C)(C)C)C(C)(C)C)OCCN(CCOP3OC2=C(C4=C(O3)C(=CC(=C4)C(C)(C)C)C(C)(C)C)C=C(C=C2C(C)(C)C)C(C)(C)C)CCOP2OC4=C(C3=C(O2)C(=CC(=C3)C(C)(C)C)C(C)(C)C)C=C(C=C4C(C)(C)C)C(C)(C)C)C(=C1)C(C)(C)C tris(2-[(2,4,8,10-tetra-tert-butyl-dibenzo[d,f][1,3,2]dioxaphosphepin-6-yl)oxy]ethyl)amine